C(CCCCC(=O)[O-])(=O)[O-].C(CCCCCCC)[Sn+2]CCCCCCCC dioctyltin adipate